((7R)-7-amino-2-azabicyclo[2.2.1]hept-2-yl)(2-(1-(cyclopropylmethyl)-6-(3-fluoro-4-hydroxyphenyl)-1H-indol-2-yl)-4-methoxy-3-methylbenzo[b]thiophen-6-yl)methanone tin (II) [Sn+2].N[C@H]1C2N(CC1CC2)C(=O)C=2C=C(C1=C(SC(=C1C)C=1N(C3=CC(=CC=C3C1)C1=CC(=C(C=C1)O)F)CC1CC1)C2)OC